6-((2-((3R,4S)-3-amino-4-fluoro-1-piperidinyl)-6-(trifluoromethyl)-1H-benzimidazol-1-yl)methyl)-3-pyridinecarbonitrile N[C@@H]1CN(CC[C@@H]1F)C1=NC2=C(N1CC1=CC=C(C=N1)C#N)C=C(C=C2)C(F)(F)F